C(C)(=O)CC(C)=O.[Li] lithium acetylacetone salt